trisulfuryl-pyridine S(=O)(=O)=C1C(C(NC=C1)=S(=O)=O)=S(=O)=O